(1,1,1-trifluorobutan-2-ylidene)benzohydrazide FC(C(CC)=NNC(C1=CC=CC=C1)=O)(F)F